C1(=CC=CC=C1)C(C#N)=CC1=CC=C(C=C1)N 2-Phenyl-3-(p-Aminophenyl)acrylonitrile